BrCC(C(=O)Br)C Beta-bromoisobutyric acid bromide